ClC=1C=CC=2NC3=CC=C(C=C3SC2C1)Cl 3,7-dichloro-phenothiazine